O=S1(CC(NCC2=C1C=C(C=C2)C(=O)O)=O)=O 1,1,3-trioxo-4,5-dihydro-1λ6,4-benzothiazepine-8-carboxylic acid